2-(3,5-dichloro-4-((2-(2-methoxyethyl)-1-oxo-1,2,3,4-tetrahydroisoquinolin-6-yl)oxy)phenyl)-3,5-dioxo-2,3,4,5-tetrahydro-1,2,4-triazine-6-carbonitrile ClC=1C=C(C=C(C1OC=1C=C2CCN(C(C2=CC1)=O)CCOC)Cl)N1N=C(C(NC1=O)=O)C#N